FC(C1=NN=C(O1)C=1C=CC(=NC1)CN1C(N(C2=C1C=CC(=C2)C=2C=NNC2)C)=O)F 1-((5-(5-(difluoromethyl)-1,3,4-oxadiazol-2-yl)pyridin-2-yl)methyl)-3-methyl-5-(1H-pyrazol-4-yl)-1,3-dihydro-2H-benzo[d]imidazol-2-one